O1C(=CC=C1)C(=O)OC=C vinyl furancarboxylate